C(C)(C)(C)OC(=O)N1C(C2=CC(=CC=C2C1=O)NC(=O)OC(C)(C)C)(C)C 6-((tert-butoxycarbonyl)amino)-1,1-dimethyl-3-oxoisoindoline-2-carboxylic acid tert-butyl ester